CN(C=1C=C(C=NC1)C(CC(=O)O)N1N=CC2=CC(=CC=C12)OCCC1=NC=2NCCCC2C=C1)C 3-(5-(dimethylamino)pyridin-3-yl)-3-(5-(2-(5,6,7,8-tetrahydro-1,8-naphthyridin-2-yl)ethoxy)-1H-indazol-1-yl)propionic acid